[Ag].N1=C(C=NC=C1)NC(C1=CC=CC=C1)=O N-(2-pyrazinyl)benzamide silver